3-ethyl-2-((2-(trifluoromethyl)piperidin-1-yl)methyl)imidazo[1,2-a]Pyridine-7-carboxylic acid methyl ester COC(=O)C1=CC=2N(C=C1)C(=C(N2)CN2C(CCCC2)C(F)(F)F)CC